C(N)(=O)[C@H]1N2C(N([C@H](C=C1C1CC1)C2)O[C@@H](C(=O)[O-])F)=O (2R)-2-(((2S,5R)-2-carbamoyl-3-cyclopropyl-7-oxo-1,6-diazabicyclo[3.2.1]oct-3-en-6-yl) oxy)-2-fluoroacetate